5-(3-methylpyridin-2-yl)-N-(4-methylpyridin-2-yl)-1,3,4-thiadiazol-2-amine CC=1C(=NC=CC1)C1=NN=C(S1)NC1=NC=CC(=C1)C